(R)-2-(7-(1-methylpiperidin-3-yl)-7H-imidazo[4,5-c]pyridazin-3-yl)-5-(trifluoromethyl)phenol CN1C[C@@H](CCC1)N1C=NC2=C1N=NC(=C2)C2=C(C=C(C=C2)C(F)(F)F)O